tert-Butyl N-[4-cyano-5-[4-[2-[[3-(3,3-dimethylcyclobutyl)-4-fluoro-isoxazol-5-yl]amino]-2-oxo-ethyl]phenyl]-2-isopropyl-pyrazol-3-yl]carbamate C(#N)C1=C(N(N=C1C1=CC=C(C=C1)CC(=O)NC1=C(C(=NO1)C1CC(C1)(C)C)F)C(C)C)NC(OC(C)(C)C)=O